C(C)N1C=NC(=C1)S(=O)(=O)NCC(C1=CC=C(C=C1)C1=NOC(=N1)C(F)(F)F)=O 1-ethyl-N-(2-oxo-2-(4-(5-(trifluoromethyl)-1,2,4-oxadiazol-3-yl)phenyl)ethyl)-1H-imidazole-4-sulfonamide